NC=1N=NC(=CC1N1CCN(CC1)CC1CCN(CC1)C=1C=C2C(N(C(C2=CC1)=O)N1C(NC(CC1)=O)=O)=O)C1=C(C=CC(=C1)F)O 5-(4-((4-(3-amino-6-(5-fluoro-2-hydroxyphenyl)pyridazin-4-yl)piperazin-1-yl)methyl)piperidin-1-yl)-2-(2,4-dioxotetrahydropyrimidine-1(2H)-yl)isoindoline-1,3-dione